cyclohexyl 1,1,3,3,5,5-hexamethyl-hexyl ether CC(CC(CC(C)(C)C)(C)C)(C)OC1CCCCC1